3-bromo-5-[3-(1H-imidazol-4-yl)imidazo[1,2-a]pyrimidin-2-yl]-1H-1,2,4-triazole BrC1=NNC(=N1)C=1N=C2N(C=CC=N2)C1C=1N=CNC1